(1S,5R)-7-chloro-6-fluoro-2,3,4,5-tetrahydro-1H-1,5-methanobenzo[c]azepine ClC1=C(C2=C([C@H]3NCC[C@@H]2C3)C=C1)F